3-(5-fluoro-1H-pyrazolo[3,4-b]pyridin-4-yl)-2-(5-fluoropyridin-2-yl)-6,6-bis(methyl-d3)-6,7-dihydro-4H-pyrazolo[5,1-c][1,4]oxazine FC=1C(=C2C(=NC1)NN=C2)C=2C(=NN1C2COC(C1)(C([2H])([2H])[2H])C([2H])([2H])[2H])C1=NC=C(C=C1)F